5-chloro-2-pyrazinesulfonate sodium [Na+].ClC=1N=CC(=NC1)S(=O)(=O)[O-]